[Ca].IC(C(=O)O)(C)C 2-iodo-2-methylpropanoic acid Calcium